4-amino-N-(1-cyclopropyl-1H-pyrazol-4-yl)-7-fluoro-N-(2-fluoro-4-(trifluoromethyl)benzyl)imidazo[1,5-a]quinoxaline-8-carboxamide NC=1C=2N(C3=CC(=C(C=C3N1)F)C(=O)N(CC1=C(C=C(C=C1)C(F)(F)F)F)C=1C=NN(C1)C1CC1)C=NC2